3-{2-[4,6-bis(trifluoromethyl)-1,3,5-triazin-2-yl]-6-chloro-2,3,4,9-tetrahydro-1H-pyrido[3,4-b]indol-1-yl}-2-methylpropan-1-ol FC(C1=NC(=NC(=N1)C(F)(F)F)N1C(C=2NC3=CC=C(C=C3C2CC1)Cl)CC(CO)C)(F)F